((1H-1,2,3-triazol-5-yl)methyl)-1-(4-bromophenyl)-6-((6-chloro-2-methyl-2H-indazol-5-yl)imino)-1,3,5-triazine-2,4-dione N1N=NC=C1CN1C(N(C(NC1=O)=NC1=CC2=CN(N=C2C=C1Cl)C)C1=CC=C(C=C1)Br)=O